alpha-L-gulose O[C@H]1[C@@H](O)[C@@H](O)[C@H](O)[C@@H](O1)CO